NC1=NNC2=CC(=C(C(=C12)C=1C(=NN(C1C)C1CC2(CN(C2)C(C=C)=O)C1)N1C(C[C@@H](CC1)CN1CCOCC1)(C)C)Cl)Cl (R)-1-(6-(4-(3-amino-5,6-dichloro-1H-indazol-4-yl)-3-(2,2-dimethyl-4-(morpholinomethyl)piperidin-1-yl)-5-methyl-1H-pyrazol-1-yl)-2-azaspiro[3.3]heptan-2-yl)prop-2-en-1-one